COC1=CC=C(C=C1)C1=NC2=CC=CC=C2C(=C1)NCCCNCCCN(C)C N1-(3-((2-(4-methoxyphenyl)quinolin-4-yl)amino)propyl)-N3,N3-dimethylpropane-1,3-diamine